Cl.N1(CCC2=CC=CC=C12)C(CN1C[C@H](NCC1)C)=O 1-(2,3-Dihydro-1H-indol-1-yl)-2-[(3R)-3-methylpiperazin-1-yl]ethan-1-one, hydrochloride salt